C(C1=CC=CC=C1)OC(N(C)C1=CC(=CC=C1)C(C)=O)=O (3-Acetylphenyl)(methyl)carbamic acid benzyl ester